BrC1=CC=C(C[N+]2=C3N(C(C(=C2)C=2C(=NOC2C)C)=O)C=CC=C3)C=C1 1-(4-bromobenzyl)-3-(3,5-dimethylisoxazol-4-yl)-4-oxo-4H-pyrido[1,2-a]pyrimidinium